N-(3-amino-5-bromopyrazin-2-yl)-5-fluoropyridine-2-carboxamide NC=1C(=NC=C(N1)Br)NC(=O)C1=NC=C(C=C1)F